1,2-dihydroxybenzylpyruvate OC1(CCC(C(=O)[O-])=O)C(C=CC=C1)O